N1CCC(CC1)C1CCC(CC1)N 4-(piperidin-4-yl)cyclohexan-1-amine